C(#N)C1=CC(=C(C=C1)C1C(=C(NC2=C(C=NC(=C12)OCC1(CCC1)C)C)C)C(=O)N)OC 4-(4-cyano-2-methoxyphenyl)-2,8-dimethyl-5-((1-methylcyclobutyl)methoxy)-1,4-dihydro-1,6-naphthyridine-3-carboxamide